(2R,6S)-4-(6-(6-ethoxy-2-methylpyrazolo[1,5-a]pyridine-5-carboxamido)pyridazin-3-yl)-2,6-dimethylpiperazine-1-carboxylic acid tert-butyl ester C(C)(C)(C)OC(=O)N1[C@@H](CN(C[C@@H]1C)C=1N=NC(=CC1)NC(=O)C1=CC=2N(C=C1OCC)N=C(C2)C)C